(E)-3-benzyl-5-(phenyl-(3,4,5-trichlorophenyl)methylene)oxazolidine-2,4-dione C(C1=CC=CC=C1)N1C(O/C(/C1=O)=C(/C1=CC(=C(C(=C1)Cl)Cl)Cl)\C1=CC=CC=C1)=O